[Cl-].C[N+](CC=C)(CC=C)CC1=CC=CC=C1 methyl-benzyl-diallyl-ammonium chloride